tert-butyl 4-[(2S)-2-{[2-methyl-8-(trifluoromethyl)quinazolin-4-yl]amino}propyl]piperazine-1-carboxylate CC1=NC2=C(C=CC=C2C(=N1)N[C@H](CN1CCN(CC1)C(=O)OC(C)(C)C)C)C(F)(F)F